((2-((cyclopentyloxy)methyl)-3'-hydroxy-5'-methoxy-4'-methyl-[1,1'-biphenyl]-4-yl)amino)-1-(methoxycarbonyl)piperidine-4-carboxylic acid C1(CCCC1)OCC1=C(C=CC(=C1)NC1N(CCC(C1)C(=O)O)C(=O)OC)C1=CC(=C(C(=C1)OC)C)O